ClC1=NC=C(C(=O)NC([2H])([2H])[2H])C(=C1)NC1=NC=CC=2C=3C(CN(C12)C)=NN(N3)C([2H])([2H])[2H] 6-chloro-N-(methyl-d3)-4-((5-methyl-2-(methyl-d3)-4,5-dihydro-2H-[1,2,3]triazolo[4,5-c][1,7]naphthyridin-6-yl)amino)nicotinamide